S1C(CSCC1)CS [1,4]dithian-2-yl-methanethiol